((6S)-6-[(1-benzyl-1,2,4-triazole-3-carbonyl)amino]-4-methyl-5-oxo-7,8-dihydro-6H-pyrazolo[1,5-a][1,3]diazepin-2-yl)azetidine-1-carboxylate C(C1=CC=CC=C1)N1N=C(N=C1)C(=O)N[C@@H]1C(N(C=2N(CC1)N=C(C2)OC(=O)N2CCC2)C)=O